3-{[1-({(3R,4R)-1-[(3-fluoro-4,5-diiodothiophen-2-yl)carbonyl]-3-phenylpiperidin-4-yl}carbonyl)-4-hydroxypiperidin-4-yl]methyl}-7-methyl-3,7-dihydro-4H-pyrrolo[2,3-d]pyrimidin-4-one FC1=C(SC(=C1I)I)C(=O)N1C[C@H]([C@@H](CC1)C(=O)N1CCC(CC1)(O)CN1C=NC2=C(C1=O)C=CN2C)C2=CC=CC=C2